OCC1(CC1)S(=O)(=O)C=1C=C(C=CC1)O 3-((1-(hydroxymethyl)cyclopropyl)sulfonyl)phenol